N-(3,3-difluorocyclobutyl)-6-fluoro-5-(4-(3-(5-methyl-6-oxo-1,6-dihydropyrimidin-2-yl)cyclopent-2-en-1-yl)piperazin-1-yl)picolinamide FC1(CC(C1)NC(C1=NC(=C(C=C1)N1CCN(CC1)C1C=C(CC1)C=1NC(C(=CN1)C)=O)F)=O)F